COC1=CC=C(C=N1)NC(OC[C@H]1OC2=C(C3=C(N=C(S3)C3=C4N=CC(=NC4=CC(=C3)C)OC)C(=C2)Cl)OC1)=O (S)-(4-chloro-2-(2-methoxy-7-methylquinoxalin-5-yl)-7,8-dihydro-[1,4]dioxino[2',3':3,4]benzo[1,2-d]thiazol-7-yl)methyl (6-methoxypyridin-3-yl)carbamate